N-(1,2-Dimethylpiperidin-4-yl)-6-(7-fluoro-2-methyl-2H-indazol-5-yl)-N-methyl[1,3]thiazolo[4,5-c]pyridin-2-amin CN1C(CC(CC1)N(C=1SC2=C(C=NC(=C2)C2=CC3=CN(N=C3C(=C2)F)C)N1)C)C